tert-butyl 5,5-difluoro-2-oxo-piperidine-1-carboxylate FC1(CCC(N(C1)C(=O)OC(C)(C)C)=O)F